COC(=O)C1=CC=C(OC2=CC=C(C=C2)C2(C3=CC=CC=C3C=3C=CC=CC23)C2=CC=C(C=C2)OC2=CC=C(C=C2)C(=O)OC)C=C1 9,9-bis[4-(4-methoxycarbonylphenoxy)phenyl]fluorene